CN(S(=O)(=O)N[C@@H]1[C@@H](N(CC1(F)F)C(=O)OC(C)(C)C)CC=1C(=C(C=CC1)C1=CC=CC=C1)F)C tert-butyl (2S,3R)-3-[(dimethylsulfamoyl)amino]-4,4-difluoro-2-[(2-fluoro[1,1'-biphenyl]-3-yl)methyl]pyrrolidine-1-carboxylate